FC1=CC=C(C=C1)CC(C)(C)NC(=O)C=1C=C2C(=NC1)NC=C2 N-(1-(4-fluorophenyl)-2-methylpropan-2-yl)-1H-pyrrolo[2,3-b]pyridine-5-carboxamide